FC(CN1C(=NC=2C1=NC(=CC2)C=2C=CN1N=C(N=CC12)NC1CC(C1)NC)C)F N1-(5-(3-(2,2-difluoroethyl)-2-methyl-3H-imidazo[4,5-b]pyridin-5-yl)pyrrolo[2,1-f][1,2,4]triazin-2-yl)-N3-methylcyclobutane-1,3-diamine